(3R)-3-amino-7-[5-(2-amino-1,1-dimethyl-ethyl)-1,3,4-oxadiazol-2-yl]-5-[(4-chlorophenyl)methyl]-8-fluoro-1,1-dioxo-2,3-dihydro-1lambda6,5-benzothiazepin-4-one N[C@H]1CS(C2=C(N(C1=O)CC1=CC=C(C=C1)Cl)C=C(C(=C2)F)C=2OC(=NN2)C(CN)(C)C)(=O)=O